FC1([C@H](C[C@@]2(CN(C(O2)=O)CC(C)(C)C)CC1)CN1C=NC2=C1C=C(C=C2)C#N)F 1-(((5R,7R)-8,8-Difluoro-3-neopentyl-2-oxo-1-oxa-3-azaspiro[4.5]decan-7-yl)methyl)-1H-benzo[d]imidazole-6-carbonitrile